2-(4-chloro-3-fluoro-phenoxy)-N-[1-(2-cyclobutyltriazol-4-yl)-3-bicyclo[1.1.1]pentanyl]acetamide ClC1=C(C=C(OCC(=O)NC23CC(C2)(C3)C3=NN(N=C3)C3CCC3)C=C1)F